dicetylstearyl-amine C(CCCCCCCCCCCCCCC)C(CCCCCCCCCCCCCCCCCN)CCCCCCCCCCCCCCCC